3-[1-(4-fluoro-3-methyl-phenyl)-5-hydroxy-2-isopropyl-indol-3-yl]-1H-pyrazole-5-carboxylic acid FC1=C(C=C(C=C1)N1C(=C(C2=CC(=CC=C12)O)C1=NNC(=C1)C(=O)O)C(C)C)C